Cl.O.CNC(=O)C=1N=CNC1NC N-methyl-5-(methylamino)-1H-imidazole-4-carboxamide monohydrate hydrochloride